D-5-phosphoribulose P(=O)(O)(O)OC[C@H]([C@H](C(CO)=O)O)O